Br.C(C)N(C1=CC=CC=C1)CC diethylaniline HBr